1-(6-bromo-1-((2-(trimethylsilyl)ethoxy)methyl)-1H-pyrazolo[4,3-b]pyridin-5-yl)-2-(3,5-difluorophenyl)ethan-1-amine BrC=1C=C2C(=NC1C(CC1=CC(=CC(=C1)F)F)N)C=NN2COCC[Si](C)(C)C